N[C@@H](C(=O)OC)CC (R)-methyl 2-aminobutyrate